FC(CCCO)(C1=CC=CC=C1)F 4,4-difluoro-4-phenylbutan-1-ol